2-(5-methyl-[1,1'-biphenyl]-2-yl)-1H-pyrrolo[2,3-b]pyridine CC=1C=CC(=C(C1)C1=CC=CC=C1)C1=CC=2C(=NC=CC2)N1